OCCNC(=O)[C@]1(C[C@H]2[C@@]3(CC[C@]4(C5=CC(C([C@@](C5=CC=C4[C@]3(CC[C@]2(CC1)C)C)(C)OC)=O)=O)C)C)C (2R,4aS,6aS,9S,12bR,14aS,14bR)-N-(2-hydroxyethyl)-9-methoxy-2,4a,6a,9,12b,14a-hexamethyl-10,11-dioxo-1,2,3,4,4a,5,6,6a,9,10,11,12b,13,14,14a,14b-hexadecahydropicene-2-carboxamide